C1(=CC=CC=C1)NC(NN)=S 4-phenyl-3-thiosemicarbazide